[N+](=O)([O-])C1=CC=C(CN2N=CC(=C2)NC2=NC=CC=N2)C=C1 N-(1-(4-nitrobenzyl)-1H-pyrazol-4-yl)pyrimidin-2-amine